ClC=1C=C2CCC(C2=CC1)(C(=O)O)F 5-chloro-1-fluoro-2,3-dihydro-1H-indene-1-carboxylic acid